C1(=CC=CC2=CC=CC=C12)[C@@H]1CC(C(CC1)C(=O)OCC)=O ethyl (4S)-4-(naphthalen-1-yl)-2-oxocyclohexanecarboxylate